(anthraceneyl)carbazole C1(=CC=CC2=CC3=CC=CC=C3C=C12)C1=CC=CC=2C3=CC=CC=C3NC12